5-fluoro-4-oxo-cinnoline-3-carboxylate FC1=C2C(C(N=NC2=CC=C1)C(=O)[O-])=O